[Br-].[Br-].C(CC)C=1C(=NC=CC1C1=CC=NC=C1)CCC dipropyl-4,4'-bipyridine dibromide